C(CCCCCCC\C=C/CCCCCCCC)(=O)N[C@@H](CO)C(=O)O N-oleoyl-serine